ClC(CCC(=O)OCCCCCCCCCC)CCC(C(CCCC(CC(CC)Cl)Cl)Cl)Cl decyl 4,7,8,12,14-pentachlorohexadecanoate